4-((1-(4-chloro-2-hydroxyphenyl)pyrido[3,4-d]pyridazin-4-yl)amino)bicyclo[2.2.1]heptan-1-ol ClC1=CC(=C(C=C1)C1=C2C(=C(N=N1)NC13CCC(CC1)(C3)O)C=NC=C2)O